isopropyl (S)-1-(4-(3-chloro-4-(2-chloro-3-(6-methoxy-5-(((((S)-5-oxopyrrolidin-2-yl)methyl)amino)methyl)pyridin-2-yl)phenyl)pyridin-2-yl)-2-methoxybenzyl)pyrrolidine-3-carboxylate ClC=1C(=NC=CC1C1=C(C(=CC=C1)C1=NC(=C(C=C1)CNC[C@H]1NC(CC1)=O)OC)Cl)C1=CC(=C(CN2C[C@H](CC2)C(=O)OC(C)C)C=C1)OC